(R)-6-((2-methyl-1H-imidazol-1-yl)methyl)-3-((6-methyl-2-(piperazin-1-yl)pyrimidin-4-yl)methyl)-8-(1-methyl-3-(trifluoromethyl)-1H-pyrazol-4-yl)chroman-4-one hydrochloride Cl.CC=1N(C=CN1)CC=1C=C2C([C@@H](COC2=C(C1)C=1C(=NN(C1)C)C(F)(F)F)CC1=NC(=NC(=C1)C)N1CCNCC1)=O